ClC1=NC=2N(C(=C1C1=C(C=C(C=C1F)F)F)N[C@H](C)C(C)(C)C)N=CN2 (R)-5-chloro-N-(3,3-dimethylbutan-2-yl)-6-(2,4,6-trifluorophenyl)-[1,2,4]triazolo[1,5-a]pyrimidin-7-amine